ClC1=CC=C(C=C1)[C@H](C)NC(CCC1=NC=2C(=NC=C(C2)C)N1CC1=CC=C(C=C1)F)=O N-[(S)-1-(4-Chloro-phenyl)-ethyl]-3-[3-(4-fluoro-benzyl)-6-methyl-3H-imidazo[4,5-b]pyridin-2-yl]-propionamide